BrC=1C=C2C=C(C=NC2=CC1)COC 6-Bromo-3-(methoxymethyl)quinoline